COCCN1N=CC=C1 1-(2-Methoxyethyl)-1H-pyrazol